perfluoro-2,5-dimethyl-3,6-dioxanonanoic acid ammonium salt [NH4+].FC(C(=O)[O-])(OC(C(OC(C(C(F)(F)F)(F)F)(F)F)(C(F)(F)F)F)(F)F)C(F)(F)F